FC1=C(COC=2C=C3C(=CN2)OC(=C3C(=O)OCC)C)C=CC=C1 ethyl 5-((2-fluorobenzyl)oxy)-2-methylfuro[2,3-c]pyridine-3-carboxylate